1,5-dimethyl-6-thioxo-3-(2,2,7-tri-fluoro-3-oxo-4-(prop-2-ynyl)-3,4-dihydro-2H-benzo[b][1,4]oxazin-6-yl)-1,3,5-triazinane-2,4-dione CN1C(N(C(N(C1=S)C)=O)C1=CC2=C(OC(C(N2CC#C)=O)(F)F)C=C1F)=O